C(C)(C)(C)N1C(C(C1)CN1C(C(=NC2=CC(=C(C=C12)F)C1=CC(=CC2=CC=CC=C12)O)OCCN(C)C)=O)=O tert-butyl-3-((3-(2-(dimethylamino)ethoxy)-7-fluoro-6-(3-hydroxynaphthalen-1-yl)-2-oxoquinoxalin-1(2H)-yl)methyl)azetidinone